C(OC(CS(=O)(=O)N(CCOC)CCOC)C(C)(C)C)(ON1C(CCC1=O)=O)=O (N,N-bis(2-methoxyethyl)aminosulfonyl)-3,3-dimethyl-2-butyl succinimidyl carbonate